3-((2-((1-(cyanomethyl)-1H-pyrazol-4-yl)amino)pyrimidin-5-yl)ethynyl)benzamide C(#N)CN1N=CC(=C1)NC1=NC=C(C=N1)C#CC=1C=C(C(=O)N)C=CC1